methyl 3-(N-(4-chloro-5-(methylsulfonyl)-2-(piperidin-1-yl) phenyl) sulfamoyl)-4-cyclopropylbenzoate ClC1=CC(=C(C=C1S(=O)(=O)C)NS(=O)(=O)C=1C=C(C(=O)OC)C=CC1C1CC1)N1CCCCC1